C(C)(C)C=1C=NN2C1N=C(N=C2NC2CCN(CC2)C(=O)O[C@@H]2CN(CC2)C(=O)OC(C)(C)C)C (S)-1-(tert-butoxycarbonyl)pyrrolidin-3-yl 4-((8-isopropyl-2-methylpyrazolo[1,5-a][1,3,5]triazin-4-yl)amino)piperidine-1-carboxylate